C1([C@H](O)[C@@H](O)[C@H](O)[C@H](O1)CO)OC[C@H]([C@H]([C@@H]([C@H](C=O)O)O)O)O glucosyl-(1→6)-glucose